3-methyl-5-(2,6,6-trimethylcyclohex-2-en-1-yl)pent-1-yn-3-ol CC(C#C)(CCC1C(=CCCC1(C)C)C)O